methyl 2-(((R)-2-((tert-butoxycarbonyl)amino)propyl)amino)-2-(4-fluorophenyl)acetate C(C)(C)(C)OC(=O)N[C@@H](CNC(C(=O)OC)C1=CC=C(C=C1)F)C